COC1=NC=CC(=C1S(=O)(=O)NC1=NOC2=C1CC1(C3=CC=C(C=C32)N3C(CCC3)=O)CC1)OC 2,4-Dimethoxy-N-(8'-(2-oxopyrrolidin-1-yl)-4'H-spiro[cyclopropane-1,5'-naphtho[2,1-d]isoxazol]-3'-yl)pyridine-3-sulfonamide